C(C)(C)NC(CCCN1C2=CC(=CC=C2C=2C=CN=C(C12)C)OC)=O N-(isopropyl)-4-(7-Methoxy-1-methyl-β-carbolin-9-yl)butanamide